2-[[4-[5-(3-methylpyrrolidin-1-yl)-3-pyridyl]triazol-1-yl]methyl]imidazo[1,2-a]pyridine-6-formaldehyde CC1CN(CC1)C=1C=C(C=NC1)C=1N=NN(C1)CC=1N=C2N(C=C(C=C2)C=O)C1